[Si](C)(C)(C(C)(C)C)OC[C@H](C1=CC(=CC=C1)Cl)N (S)-2-((tert-Butyldimethylsilyl)oxy)-1-(3-chlorophenyl)ethylamine